C1(CC1)C1=NC(=CC=C1O[C@@H]1C[C@H](CCC1)C(=O)OC)C=1N=NN(C1CNC1=NC=CC(=N1)C(F)F)C methyl (1S,3S)-3-((2-cyclopropyl-6-(5-(((4-(difluoromethyl)pyrimidin-2-yl)amino)methyl)-1-methyl-1H-1,2,3-triazol-4-yl)pyridin-3-yl)oxy)cyclohexane-1-carboxylate